N-(3,5-Difluoro-4-((6S,7S)-7-Isobutyl-8-Methyl-6,7,8,9-Tetrahydro-3H-Pyrazolo[3,4-h]Isochinolin-6-yl)phenyl)-1-(3-fluoropropyl)azetidin-3-amin FC=1C=C(C=C(C1[C@H]1[C@@H](N(CC=2C3=C(C=CC12)NN=C3)C)CC(C)C)F)NC3CN(C3)CCCF